ClC1=C(C=C(C(=O)NC=2SC3=C(N2)C=CC(=C3)C(=O)O)C=C1)C(F)(F)F 2-(4-chloro-3-(trifluoromethyl)benzamido)benzo[d]thiazole-6-carboxylic acid